(S)-4-(4-chloro-1,8-naphthyridin-2-yl)-2-(1-methyl-1H-pyrazol-4-yl)morpholine ClC1=CC(=NC2=NC=CC=C12)N1C[C@@H](OCC1)C=1C=NN(C1)C